NC1=NC=CC=C1C1=NC=2C(=NC(=CC2)C2=CC=C(C=C2)F)N1C1=CC=C(CN2C3CN(CC2CC3)C3=NC(=NC=C3)C#N)C=C1 4-(8-(4-(2-(2-aminopyridin-3-yl)-5-(4-fluorophenyl)-3H-imidazo[4,5-b]pyridin-3-yl)benzyl)-3,8-diazabicyclo[3.2.1]octan-3-yl)pyrimidine-2-carbonitrile